CC1(CC(CC(C1)(C)C)(C)C)C 1,3,5-trimethyl-{mesitylene}